[Si](C)(C)(C(C)(C)C)OC[C@H](NC(=O)C=1N=CN(C1)C1=CC=CC=C1)C(=O)O O-(tert-butyldimethylsilyl)-N-(1-phenyl-1H-imidazole-4-carbonyl)-L-serine